1-(6-bromonaphthalen-2-yl)ethan-1-ol BrC=1C=C2C=CC(=CC2=CC1)C(C)O